FC(CN1C(=NC2=NC=C(C=C21)C=2C=CN1N=C(N=CC12)N[C@@H]1CC[C@@H](CC1)OCC)C)F 5-(1-(2,2-difluoroethyl)-2-methyl-1H-imidazo[4,5-b]pyridin-6-yl)-N-(cis-4-ethoxycyclohexyl)pyrrolo[2,1-f][1,2,4]triazin-2-amine